5-mercaptotetrahydro-2H-pyran-4-ol SC1C(CCOC1)O